hydroxy-4-phenylbutan-1-one OC(CCCC1=CC=CC=C1)=O